5-[4-[(3S)-1-(3-fluoropropyl)pyrrolidin-3-yl]oxyphenyl]-4-[4-(2-methoxyethoxy)phenyl]-2,3-dihydro-1-benzoxepin-8-ol FCCCN1C[C@H](CC1)OC1=CC=C(C=C1)C1=C(CCOC2=C1C=CC(=C2)O)C2=CC=C(C=C2)OCCOC